N5-(2-fluorophenyl)-N6-(2-(trifluoromethyl)phenyl)-[1,2,5]oxadiazolo[3,4-b]pyrazine-5,6-diamine FC1=C(C=CC=C1)NC1=NC=2C(N=C1NC1=C(C=CC=C1)C(F)(F)F)=NON2